CC1=C(C(=O)NC1=O)C Dimethyl-Maleimide